(+/-)-1-(2-fluorobenzyl)-N3-methyl-N5-((trans)-2-methylcyclopropyl)-2-oxo-1,2-dihydropyridine-3,5-dicarboxamide FC1=C(CN2C(C(=CC(=C2)C(=O)N[C@H]2[C@@H](C2)C)C(=O)NC)=O)C=CC=C1 |r|